CC1(CC=C(CC1)CCC1OCCC(O1)CO)C (2-(2-(4,4-dimethylcyclohexenyl)ethyl)-1,3-dioxan-4-yl)methanol